dimethyl-2,5-pyrroledicarboxylic acid CC=1C(=C(NC1C(=O)O)C(=O)O)C